tert-butyl 4-(5-methylthiazol-2-yl)-3-oxo-piperazine-1-carboxylate CC1=CN=C(S1)N1C(CN(CC1)C(=O)OC(C)(C)C)=O